tert-butyl [4,4'-bipiperidin]-1-carboxylate N1(CCC(CC1)C1CCNCC1)C(=O)OC(C)(C)C